tert-butyl 2-oxospiro[indoline-3,3'-pyrrolidine]-1'-carboxylate O=C1NC2=CC=CC=C2C12CN(CC2)C(=O)OC(C)(C)C